C(C)N1C(=NC2=C1C(=CC=1C(C=C(OC12)C1CN(CC1)C)=O)F)C(F)(F)F 3-ethyl-4-fluoro-8-(1-methylpyrrolidin-3-yl)-2-(trifluoromethyl)chromeno[7,8-d]imidazol-6(3H)-one